L-Sorbitol OC[C@@H](O)[C@H](O)[C@@H](O)[C@@H](O)CO